ClC1=C2C(=C(N=N1)NC1CC(C1)(O)C)SC=C2 (1s,3s)-3-((4-chlorothieno[2,3-d]pyridazin-7-yl)amino)-1-methylcyclobutanol